FC1=C(C=CC=C1)N1CC(=CC1)C 1-(2-fluorophenyl)-3-methyl-2,5-dihydro-1H-pyrrole